CN1C(NCC1C(=O)NC1=CC(=CC=2OCOC21)OC2=NC=C(C=C2)C(F)(F)F)=O 3-methyl-2-oxo-N-(6-((5-(trifluoromethyl)pyridin-2-yl)oxy)benzo[d][1,3]dioxol-4-yl)imidazolidine-4-carboxamide